(4-hydroxy-3,5-dimethylphenyl)(phenyl)methanone OC1=C(C=C(C=C1C)C(=O)C1=CC=CC=C1)C